CC1=CC(OC2=CC(=CC=C12)OCC1=CC=C(C(=O)O)C=C1)=O 4-[(4-methyl-2-oxo-chromen-7-yl)oxymethyl]-benzoic acid